Cl.Cl.N1CC(CC1)OCCN1CCCCC1 1-(2-pyrrolidin-3-yloxyethyl)piperidine dihydrochloride